2,2-difluoro-2-(4-fluoro-2-(trifluoromethyl)phenyl)acetic acid FC(C(=O)O)(C1=C(C=C(C=C1)F)C(F)(F)F)F